FC1=CC=C(C=C1)[Mg]Br (4-fluorophenyl)-magnesium bromide